O=C1N(CCC(N1)=O)C1=CC=C(OC2CCN(CC2)CCCCC(=O)O)C=C1 5-(4-(4-(2,4-dioxotetrahydropyrimidin-1(2H)-yl)phenoxy)piperidin-1-yl)pentanoic acid